2-chloro-N-[(6-{[3-(5,5-dimethylpyrrolidin-3-yl)-5-phenylpentyl]amino}pyridin-2-yl)sulfonyl]-6-[3-(2-{dispiro[2.0.24.13]heptan-7-yl}ethoxy)-1H-pyrazol-1-yl]pyridine-3-carboxamide ClC1=NC(=CC=C1C(=O)NS(=O)(=O)C1=NC(=CC=C1)NCCC(CCC1=CC=CC=C1)C1CNC(C1)(C)C)N1N=C(C=C1)OCCC1C2(C13CC3)CC2